BrC1=CC=C(OCCNC/C=C/C(=O)N(C)C)C=C1 (E)-4-[2-(4-bromophenoxy)ethylamino]-N,N-dimethyl-but-2-enamide